2-amino-5-(8-(1-methyl-6-(trifluoromethyl)-1H-benzo[d]imidazol-5-yl)indolizine-3-carbonyl)benzonitrile NC1=C(C#N)C=C(C=C1)C(=O)C1=CC=C2C(=CC=CN12)C1=CC2=C(N(C=N2)C)C=C1C(F)(F)F